O1OPCCC1 DIOXAPHOSPHINAN